N1=CN=CC=C1S(=O)(=O)Cl Pyrimidine-6-sulfonyl chloride